C(C1=CC=CC=C1)N1N=CC(=C1)C(=O)N1CC2(CN(C2)C(=O)[C@@H]2C(C2)(C)C)C(C1)C(=O)NCC(CC1=CC=C(C=C1)Cl)O 6-(1-benzyl-1H-pyrazole-4-carbonyl)-N-(3-(4-chlorophenyl)-2-hydroxypropyl)-2-((S)-2,2-dimethylcyclopropane-1-carbonyl)-2,6-diazaspiro[3.4]octane-8-carboxamide